chlorine-oxygen salt [O].[Cl]